C(=O)NC=O DIFORMYLAMIN